C(C(=O)N)(=O)[O-].C(C(=O)O)(=O)O.[Na+] Sodium oxalate (Oxamate)